(R)-(2-(6,6-dimethyl-4,5,6,7-tetrahydro-1H-indazol-3-yl)-1H-indol-6-yl)(3-methylpiperazin-1-yl)methanone CC1(CCC=2C(=NNC2C1)C=1NC2=CC(=CC=C2C1)C(=O)N1C[C@H](NCC1)C)C